trans-N-(8-amino-7-fluoro-6-((S)-4-methyl-2-oxooxazolidin-3-yl)isoquinolin-3-yl)-2-cyanocyclopropanecarboxamide NC=1C(=C(C=C2C=C(N=CC12)NC(=O)[C@H]1[C@@H](C1)C#N)N1C(OC[C@@H]1C)=O)F